FC=1C=2N(C=C(C1)N1C=NC3=C(C1=O)SC(=N3)N3CCNCC3)C=C(N2)C 6-(8-fluoro-2-methylimidazo[1,2-a]pyridin-6-yl)-2-(piperazin-1-yl)thiazolo[4,5-d]pyrimidin-7(6H)-one